N-{4-[3-(4-chlorophenyl)-1-methyl-1H-pyrazol-4-yl]-7-methoxypyrido[3,2-d]pyrimidin-6-yl}-3-(dimethylamino)bicyclo[1.1.1]pentane-1-carboxamide ClC1=CC=C(C=C1)C1=NN(C=C1C=1C2=C(N=CN1)C=C(C(=N2)NC(=O)C21CC(C2)(C1)N(C)C)OC)C